1-(4-Cyclopropylnaphthalen-1-yl)-1H-imidazo[4,5-b]Pyridine-2-thiol C1(CC1)C1=CC=C(C2=CC=CC=C12)N1C(=NC2=NC=CC=C21)S